COC([C@H]1N(CCC1)C(CCl)=O)=O N-(2-chloroacetyl)-L-proline methyl ester